1-(6-(piperazin-1-yl)pyridin-3-yl)-1H-pyrazole-4-carboxamide N1(CCNCC1)C1=CC=C(C=N1)N1N=CC(=C1)C(=O)N